(+)-zinc sulfate S(=O)(=O)([O-])[O-].[Zn+2]